2-allylthio-1-(biphenyl-4-yl)ethane-1-one C(C=C)SCC(=O)C1=CC=C(C=C1)C1=CC=CC=C1